(S)-2-(3-((5-((1-(4-(tert-butyl)phenyl)ethyl)carbamoyl)-2-methyl-1H-benzo[d]imidazol-1-yl)methyl)phenoxy)-2-methylpropanoic acid C(C)(C)(C)C1=CC=C(C=C1)[C@H](C)NC(=O)C1=CC2=C(N(C(=N2)C)CC=2C=C(OC(C(=O)O)(C)C)C=CC2)C=C1